2,7-dimethylquinoxaline CC1=NC2=CC(=CC=C2N=C1)C